CO[C@@H]1[C@@H](CNC1)NC1=CC=2C[C@@H]3N(CC2C=C1)[C@@H](CN(C3)C3=C1C=CC=NC1=C(C=C3)C#N)C 5-[(4R,11aS)-9-[[(3R,4S)-4-methoxypyrrolidin-3-yl]amino]-4-methyl-1,3,4,6,11,11a-hexahydropyrazino[1,2-b]isoquinolin-2-yl]quinoline-8-carbonitrile